5-((2-(4-((3-(cyanomethyl)benzyl)amino)butoxy)ethyl)amino)benzo[c][2,6]naphthyridine-8-carboxylic acid C(#N)CC=1C=C(CNCCCCOCCNC2=NC3=C(C4=CN=CC=C24)C=CC(=C3)C(=O)O)C=CC1